C(C=C)O[C@H]1[C@H]([C@@H](O[C@@H]1CO[Si](C)(C)C(C)(C)C)N1C(N=C(C=C1)NC(C1=CC=CC=C1)=O)=O)O[Si](C)(C)C(C)(C)C N-(1-((2R,3R,4R,5R)-4-(allyloxy)-3-((tert-butyldimethylsilyl)oxy)-5-(((tert-butyldimethylsilyl)oxy)methyl)tetrahydrofuran-2-yl)-2-oxo-1,2-dihydropyrimidin-4-yl)benzamide